C(C=C)(=O)OCCCCCCC[Si](OC)(OC)CC acryloyloxyheptylethyldimethoxysilane